NC1=CC=C(C=C1)C1=NC(=NC(=N1)C1=CC=C(C=C1)N)C1=CC=C(C=C1)N tri(4-aminophenyl)-1,3,5-triazine